OC1C=CC(CCCC1)=O 4-Hydroxycyclooct-2-en-1-one